2-(5-bromo-4-(4-chloro-2,6-dimethylphenoxy)thiophen-2-yl)propan-2-ol BrC1=C(C=C(S1)C(C)(C)O)OC1=C(C=C(C=C1C)Cl)C